FC1=CC=C(C=C1)C=1N=CN(C1C=1C=NC=CC1)CC(=O)N1CCN(CC1)C(=O)OC(C)(C)C tert-butyl 4-{2-[4-(4-fluorophenyl)-5-(pyridin-3-yl)-1H-imidazol-1-yl]acetyl}piperazine-1-carboxylate